Br.NCC=1N(C2=CC(=C(C=C2C1)Br)O)S(=O)(=O)C1=CC=C(C)C=C1 2-(aminomethyl)-5-bromo-1-tosyl-1H-indol-6-ol hydrobromide